4-[4-({2-[4-(1,1-difluoroethyl)phenyl]-1,3-thiazol-4-yl}methyl)piperazin-1-yl]-N,N,6-trimethylpyrimidin-2-amine FC(C)(F)C1=CC=C(C=C1)C=1SC=C(N1)CN1CCN(CC1)C1=NC(=NC(=C1)C)N(C)C